2-bromo-1-(3-fluoro-3-methylazetidin-1-yl)ethan-1-one BrCC(=O)N1CC(C1)(C)F